3-(3-bromo-5-(2-methylprop-1-en-1-yl)-1H-pyrazol-1-yl)-1-(2,2,2-trifluoroethyl)piperidine BrC1=NN(C(=C1)C=C(C)C)C1CN(CCC1)CC(F)(F)F